(2RS)-2-(6,7-dihydro-5H-pyrrolo[1,2-c]imidazol-1-yl)-2-[6-iodo-1-oxo-4-(trifluoromethyl)isoindolin-2-yl]acetic acid ethyl ester C(C)OC([C@H](N1C(C2=CC(=CC(=C2C1)C(F)(F)F)I)=O)C1=C2N(C=N1)CCC2)=O |r|